C(C)C1=NN2C(C=C(C=C2)N2CCN(CC2)CC(=O)N2CC(C2)O)=C1N(C=1SC(=C(N1)C1=CC=C(C=C1)F)C#N)C 2-((2-ethyl-5-(4-(2-(3-hydroxyazetidin-1-yl)-2-oxoethyl)piperazin-1-yl)pyrazolo[1,5-a]pyridin-3-yl)(methyl)amino)-4-(4-fluorophenyl)thiazole-5-carbonitrile